6-(2,4-Dichlorophenyl)-5-[6-[(3S)-1-(3-fluoropropyl)pyrrolidin-3-yl]oxy-3-pyridyl]-8,9-dihydro-7H-benzo[7]annulen-2-ol ClC1=C(C=CC(=C1)Cl)C1=C(C2=C(CCC1)C=C(C=C2)O)C=2C=NC(=CC2)O[C@@H]2CN(CC2)CCCF